3-(4-bromo-1H-pyrazol-1-yl)bicyclo[1.1.1]pentane-1-carboxylic acid BrC=1C=NN(C1)C12CC(C1)(C2)C(=O)O